tert-butyl (R)-6-(8-(benzo[d]thiazol-2-ylcarbamoyl)-3,4-dihydroisoquinolin-2(1H)-yl)-3-(3-(2-(6-(2-ethoxy-2-oxoethyl)-6-azaspiro[2.5]octan-1-yl)ethoxy)-2-methylphenyl)picolinate S1C(=NC2=C1C=CC=C2)NC(=O)C=2C=CC=C1CCN(CC21)C2=CC=C(C(=N2)C(=O)OC(C)(C)C)C2=C(C(=CC=C2)OCC[C@H]2CC21CCN(CC1)CC(=O)OCC)C